NC(C(C1=CC=CC=C1)SC1=C(C(=C(C(=N1)N1CCN(CC1)C(=O)OC(C)(C)C)C#N)C1CC1)C#N)=O tert-Butyl 4-(6-((2-amino-2-oxo-1-phenylethyl)thio)-3,5-dicyano-4-cyclopropylpyridin-2-yl)piperazine-1-carboxylate